methyl 2-amino-3-(2,5-dimethoxy-4-propylphenyl)propanoate NC(C(=O)OC)CC1=C(C=C(C(=C1)OC)CCC)OC